FCC(C(C1=CC=CC=C1)C1=CC=CC=C1)C=1N(C(C(=C(N1)C(=O)OC)OC)=O)C methyl 2-(3-fluoro-1,1-diphenylpropan-2-yl)-5-methoxy-1-methyl-6-oxo-1,6-dihydropyrimidine-4-carboxylate